CN(C)C(C(CC)C1=CC=CC=C1)O (dimethylamino)-2-phenyl-butanol